1-(quinazolin-5-yl)-1H-benzo[d]imidazol-2(3H)-one N1=CN=CC2=C(C=CC=C12)N1C(NC2=C1C=CC=C2)=O